ClC1=CC=2C3=C(C=NC2C=C1)N=C(N3C3C(COCC3)(F)F)CN3N=NC(=C3)C3CC3 8-chloro-2-[(4-cyclopropyl-1H-1,2,3-triazol-1-yl)methyl]-1-(3,3-difluorotetrahydro-2H-pyran-4-yl)-1H-imidazo[4,5-c]quinoline